4-oxo-1,3,8-triazaspiro[4.5]dec-1-ene-8-carboxylic acid tert-butyl ester C(C)(C)(C)OC(=O)N1CCC2(C(NC=N2)=O)CC1